L-N-methylaspartic acid CN[C@@H](CC(=O)O)C(=O)O